4-(2-(3,5-dimethoxyphenoxy)pyridin-3-yl)-6-methylpyrimidine COC=1C=C(OC2=NC=CC=C2C2=NC=NC(=C2)C)C=C(C1)OC